2-methoxy-5-((trimethylsilyl)ethynyl)pyridine COC1=NC=C(C=C1)C#C[Si](C)(C)C